C(C)OC(C1=C(N=C(C=C1)N1C=NC2=C1C=C(C(=C2)OC)OC)Cl)=O.NC=2C(=NC(=CC2C2=CC=C(C=C2)Br)C2=C(C=C(C=C2)OCC2=CC=CC=C2)OCC2=CC=CC=C2)C#N amino-4-(4-bromophenyl)-6-(2,4-dibenzyloxyphenyl)cyanopyridine ethyl-2-chloro-6-(5,6-dimethoxy-1H-benzo[d]imidazol-1-yl)nicotinate